C[C@H]1[C@H]([C@H]([C@@H]([C@@H](O1)OC[C@@H]2[C@H]([C@@H]([C@H]([C@@H](O2)O)NC(=O)C)O)O[C@H]3[C@@H]([C@H]([C@@H]([C@H](O3)CO)O[C@H]4[C@H]([C@H]([C@@H]([C@H](O4)CO[C@@H]5[C@H]([C@H]([C@@H]([C@H](O5)CO)O)O)O[C@H]6[C@@H]([C@H]([C@@H]([C@H](O6)CO)O[C@H]7[C@@H]([C@H]([C@H]([C@H](O7)CO)O)O)O[C@H]8[C@H]([C@@H]([C@@H]([C@H](O8)C)O)O)O)O[C@H]9[C@H]([C@@H]([C@@H]([C@H](O9)C)O)O)O)NC(=O)C)O)O[C@@H]1[C@H]([C@H]([C@@H]([C@H](O1)CO)O[C@H]1[C@@H]([C@H]([C@H]([C@H](O1)CO)O)O)O[C@H]1[C@H]([C@@H]([C@@H]([C@@H](O1)C)O)O)O)O[C@H]1[C@H]([C@@H]([C@@H]([C@@H](O1)C)O)O)O)O[C@H]1[C@@H]([C@H]([C@@H]([C@H](O1)CO)O)O)NC(=O)C)O)O)NC(=O)C)O)O)O The molecule is a branched amino oligosaccharide that is a tetradecasaccharide derivative comprising a linear trisaccharide of beta-D-mannose and two N-acetyl-beta-D-glucosamine residues all linked in sequence (1->4), to the N-acetyl-beta-D-glucosamine residue at the reduciong end is linked (1->6) an L-fucosyl residue, and to the beta-D-mannose residue of which are linked N-acetyl-beta-D-glucosaminyl-(1->2)-[alpha-L-fucosyl-(1->3)]-[alpha-L-fucosyl-(1->2)-beta-D-galactosyl-(1->4)]-alpha-D-mannosyl and alpha-L-fucosyl-(1->3)-[alpha-L-fucosyl-(1->2)-beta-D-galactosyl-(1->4)]-N-acetyl-beta-D-glucosaminyl-(1->2)-alpha-D-mannosyl branched pentasaccharide units via (1->6) and (1->3) linkages respectively. It is a glucosamine oligosaccharide and an amino oligosaccharide.